C(C)(=O)C1=CC(=C(N(C1=O)C1=CC=CC=C1)C)C(=O)NC1=CC=CC=C1 5-acetyl-N,1-diphenyl-2-methyl-6-oxo-1,6-dihydropyridine-3-carboxamide